C(#N)CC(=O)N1C[C@@H]([C@@H](CC1)C)N(C=1C2=C(N=CN1)N(C=C2)C(=O)NC2=CC=C(OCCNC(OC(C)(C)C)=O)C=C2)C tert-butyl (2-(4-(4-(((3R,4R)-1-(2-cyanoacetyl)-4-methylpiperidin-3-yl)(methyl)amino)-7H-pyrrolo[2,3-d]pyrimidine-7-carboxamido)phenoxy)ethyl)carbamate